ClC1=CC=C(C=C1)C1=C(CN2CCN(CC2)CC=2C=C3CN(C(C3=CC2)=O)C2C(NC(CC2)=O)=O)C=CN=C1 3-(5-((4-(3-(4-chlorophenyl)isonicotinyl)piperazin-1-yl)methyl)-1-oxoisoindolin-2-yl)piperidine-2,6-dione